[N+](=O)([O-])C1=CC=C(C=C1)C=CC=O 3-(4-nitrophenyl)prop-2-en-1-one